FC1(CN(CCC1)C=1N=C2N(C(C1C)=O)C=C(C=C2[C@@H](C)NC2=C(C(=O)O)C=CC=C2)C)F (R)-2-((1-(2-(3,3-difluoropiperidin-1-yl)-3,7-dimethyl-4-oxo-4H-pyrido[1,2-a]pyrimidin-9-yl)ethyl)amino)benzoic acid